C(O)(O)=O.CC1=CC=CC=C1.CC1=CC=CC=C1 di(toluene) carbonate